OC(C(=O)N[C@@H](CO)[C@H](O)[C@H](O)CCCCCCCCCCCCCC)CCCCCCCCCCCCCCCC α-hydroxy-N-stearoylphytosphingosine